OC1[C@H]([C@@H]([C@H](CCC(C)C)O)C)[C@]2(CC[C@@H]3[C@]4(CC[C@@H](CC4=CC[C@H]3[C@@H]2C1)O)C)C 16,22(S)-dihydroxycholesterol